COC(=O)[C@H]1[C@@H]2C(C[C@H](C1)C2)=O (1R,2R,4S)-6-oxo-bicyclo[2.2.1]heptane-2-carboxylic acid methyl ester